C(C)(C)(C)OC(=O)N1CCN(CC1)C(C1=CC=C(C=C1)C1=NOC(=C1)C1=NNC2=CC(=C(C=C12)F)OCCOC)=O 4-(4-{5-[5-fluoro-6-(2-methoxyethoxy)-1H-indazol-3-yl]-1,2-oxazol-3-yl}benzoyl)piperazine-1-carboxylic acid tert-butyl ester